2-(4,4-difluoro-3-vinylpiperidin-1-yl)-6-methoxypyrimidin-4-amine FC1(C(CN(CC1)C1=NC(=CC(=N1)N)OC)C=C)F